3-cyano-2-isopropyl-N-(3-(oxazol-5-yl)-1H-indazol-5-yl)benzamide C(#N)C=1C(=C(C(=O)NC=2C=C3C(=NNC3=CC2)C2=CN=CO2)C=CC1)C(C)C